Methyl (S,E)-5-((tert-butoxycarbonyl)amino)-7-methyloct-3-enoate C(C)(C)(C)OC(=O)N[C@H](/C=C/CC(=O)OC)CC(C)C